C(C)(C)(C)N1CCN(CC1)C=1C2=C(N=CN1)C=CC(=N2)C=2C=NC(=C(C2)NS(=O)(=O)C2=C(C=CC=C2F)F)OC Tert-butyl-4-(6-(5-((2,6-difluorophenyl)sulfonamido)-6-methoxypyridin-3-yl)pyrido[3,2-d]pyrimidin-4-yl)piperazine